FC=1C=CC(=NC1C)CN1C(C2=CC=C(C=C2C=N1)S(=O)(=O)C=1C=NN(C1)C1OCCCC1)=O 2-((5-fluoro-6-methylpyridin-2-yl)methyl)-6-((1-(tetrahydro-2H-pyran-2-yl)-1H-pyrazol-4-yl)sulfonyl)phthalazin-1(2H)-one